FC1=C(C=2C=NC(=NC2C=C1C1=C(C2=C(OCCN2)N=C1)C)NC=1C=C2CCN(CC2=CC1)C)N 6-fluoro-7-(8-methyl-2,3-dihydro-1H-pyrido[2,3-b][1,4]oxazin-7-yl)-N~2~-(2-methyl-1,2,3,4-tetrahydroisoquinolin-6-yl)quinazoline-2,5-diamine